N(N)C1=NC=CC(=C1)C#N 2-hydrazinopyridine-4-carbonitrile